C(C)(=O)NC1=CC(=C(C(=C1)C)S(=O)O)C 4-acetamido-2,6-dimethylbenzenesulfinic acid